1-piperazinethiocarboxamide N1(CCNCC1)C(N)=S